tert-butyl 6-benzyl-8-((S)-4-benzyl-2-oxooxazolidine-3-carbonyl)-2,6-diazaspiro[3.4]octane-2-carboxylate C(C1=CC=CC=C1)N1CC2(CN(C2)C(=O)OC(C)(C)C)C(C1)C(=O)N1C(OC[C@@H]1CC1=CC=CC=C1)=O